(E)-3-((3,3-dibutyl-5-(4-(methylsulfonylamino)phenyl)-7-(methylsulfanyl)-1,1-dioxido-2,3,4,5-tetrahydro-1,5-benzothiazepin-8-yl)oxy)acrylic acid C(CCC)C1(CS(C2=C(N(C1)C1=CC=C(C=C1)NS(=O)(=O)C)C=C(C(=C2)O/C=C/C(=O)O)SC)(=O)=O)CCCC